C(C)OC(=O)C=1C(NC2=CC=C(C=C2C1)Br)=O 6-bromo-2-oxo-1,2-dihydroquinoline-3-carboxylic acid ethyl ester